5-bromo-6-methylpyridin-2-amine BrC=1C=CC(=NC1C)N